C(C)(C)(C)OC(=O)NCC1=CC(=C(C=C1)NC(=O)C1=CC2=C(OCCC3=C2SC=C3)C=C1C=1C(=NC(=CC1)C(NC1(CCCCC1)C)=O)C(=O)OC)C methyl 3-(9-((4-(((tert-butoxycarbonyl)amino)methyl)-2-methylphenyl)carbamoyl)-4,5-dihydrobenzo[b]thieno[2,3-d]oxepin-8-yl)-6-((1-methylcyclohexyl)carbamoyl)picolinate